3-(6-(4-((7-azaspiro[3.5]nonan-2-yl)methyl)piperazin-1-yl)-1-methyl-1H-indazol-3-yl)piperidine-2,6-dione C1C(CC12CCNCC2)CN2CCN(CC2)C2=CC=C1C(=NN(C1=C2)C)C2C(NC(CC2)=O)=O